5,7,4'-Trimethoxyflavone COC1=C2C(C=C(OC2=CC(=C1)OC)C1=CC=C(C=C1)OC)=O